N[C@@]1(C[C@@H]([C@H](C1)[18F])F)C(=O)O (1R,3S,4S)-1-amino-3-fluoro-4-[18F]fluorocyclopentane-1-carboxylic acid